[OH-].[Sn+2]=O.[OH-] tin oxide hydroxide